4-iodo-1-{1-[(4-methoxyphenyl)methyl]-1H-pyrazol-5-yl}-6-[(3R)-3-methylmorpholin-4-yl]-1H-pyrazolo[3,4-b]pyridine IC1=C2C(=NC(=C1)N1[C@@H](COCC1)C)N(N=C2)C2=CC=NN2CC2=CC=C(C=C2)OC